CC=1N=C(C2=C(N1)OC=C2C(=O)NCC=2N=C(NC(C2)=O)C)NC2(CC2)C methyl-N-[(2-methyl-6-oxo-1,6-dihydropyrimidin-4-yl)methyl]-4-[(1-methylcyclopropyl)amino]furo[2,3-d]pyrimidine-5-carboxamide